F[B-](F)(F)F.C1(CCCCC1)[PH+](C1=CC=C(C=C1)OC)C1CCCCC1 dicyclohexyl-(4-methoxyphenyl)phosphonium tetrafluoroborate